ClC1=C(C=C(C=C1)[B])F (1-chloro-2-fluorobenzene-4-yl)boron